(5s,8s)-N-[(3-fluorophenyl)methyl]-8-{[1-(2-hydroxyethyl)-1H-pyrazol-4-yl]amino}-2-azaspiro[4.5]decane-2-carboxamide FC=1C=C(C=CC1)CNC(=O)N1CC2(CC1)CCC(CC2)NC=2C=NN(C2)CCO